OC1=C(C(=O)N(C)OC)C=CC=N1 2-hydroxy-N-methoxy-N-methylnicotinamide